Bis(2,2-bis(4-bromophenyl)vinyl)sulfane BrC1=CC=C(C=C1)C(=CSC=C(C1=CC=C(C=C1)Br)C1=CC=C(C=C1)Br)C1=CC=C(C=C1)Br